FC(C(=O)N)(F)F (E)-2,2,2-trifluoroacetamide